5-(3-Hydroxy-4-methoxybenzyl)-2-thioxodihydropyrimidine-4,6(1H,5H)-dione OC=1C=C(CC2C(NC(NC2=O)=S)=O)C=CC1OC